L-2-aminoterephthalic acid NC1=C(C(=O)O)C=CC(=C1)C(=O)O